(3R,4R)-4-((E)-2-((tert-butoxycarbonyl)imino)-4,4-diethyl-6-oxotetrahydropyrimidin-1(2H)-yl)-3-(methoxymethyl)chromane-6-carboxylic acid C(C)(C)(C)OC(=O)\N=C/1\N(C(CC(N1)(CC)CC)=O)[C@@H]1[C@@H](COC2=CC=C(C=C12)C(=O)O)COC